N[C@H]1C(N(C2=C(C=CC=C2C1)OC=1C=C(C#N)C=CC1)C)=O 3-(((3R)-3-amino-1-methyl-2-oxo-1,2,3,4-tetrahydroquinolin-8-yl)oxy)benzonitrile